tert-butyl (S)-4-(7-(5-cyanothiazol-2-yl)-5-(pyrrolidin-1-yl)-7H-pyrrolo[2,3-d]pyrimidin-4-yl)-3-methylpiperazine-1-carboxylate C(#N)C1=CN=C(S1)N1C=C(C2=C1N=CN=C2N2[C@H](CN(CC2)C(=O)OC(C)(C)C)C)N2CCCC2